BrC1=CC=C2CCNCC2=C1 7-bromo-1,2,3,4-tetrahydroisoquinoline